N-(2-methoxyethyl)-7-(5-(trifluoromethyl)-1,2,4-oxadiazol-3-yl)imidazo[1,2-a]pyridine-2-carboxamide COCCNC(=O)C=1N=C2N(C=CC(=C2)C2=NOC(=N2)C(F)(F)F)C1